L-prolyl-L-valinate N1[C@@H](CCC1)C(=O)N[C@@H](C(C)C)C(=O)[O-]